2-(3,7-dimethylocta-2,6-dien-1-yl)-5-propyl-4-(thiophen-3-yl)benzene-1,3-diol CC(=CCC1=C(C=C(C(=C1O)C1=CSC=C1)CCC)O)CCC=C(C)C